2-(((tetrahydro-2H-pyran-2-yl)oxy)methyl)-6,7-dihydro-4H-pyrazolo[5,1-c][1,4]thiazine O1C(CCCC1)OCC1=NN2C(CSCC2)=C1